BrCC(NCCOCCOCCOCCOCCOCCOCCOCCOCCC(=O)O)=O 1-bromo-2-oxo-6,9,12,15,18,21,24,27-octaoxa-3-azatriacontan-30-oic acid